C1(=C(C(=C(C(=C1[2H])[2H])[2H])[2H])[2H])C1=C(C(=CC=C1)C1=C(C(=C(C(=C1[2H])[2H])[2H])[2H])[2H])N(C=1C(=CC=CC1)N)C1=CC(=CC=C1)OC1=CC(=CC=C1)N(C1=CC=CC=C1)C1=NC=CC(=C1)C(C)(C)C N-([1,1':3',1''-Terphenyl]-2'-yl-2,2'',3,3'',4,4'',5,5'',6,6''-d10)-N-(3-(3-((4-(tert-butyl)pyridin-2-yl)(phenyl)amino)phenoxy)phenyl)benzene-1,2-diamine